O1C(=CC=C1)N1C=NC=C1 furanyl-1H-imidazole